(S)-7-(4-amino-5-(trifluoromethyl)pyrimidin-2-yl)-6-fluoro-3-(4-((6-oxo-5-(trifluoromethyl)-1,6-dihydropyridazin-4-yl)amino)hexyl)quinazolin-4(3H)-one NC1=NC(=NC=C1C(F)(F)F)C1=C(C=C2C(N(C=NC2=C1)CCC[C@H](CC)NC=1C=NNC(C1C(F)(F)F)=O)=O)F